FC=1C=C(C=CC1)C1=CC=C(C=C1)F 3,4'-difluoro-[1,1'-biphenyl]